Methyl 2-((4-(4-((4-chlorobenzofuran-7-yl)methoxy)-5-fluoropyrimidin-2-yl)cyclohex-3-en-1-yl)methyl)-1-(((S)-oxetan-2-yl)methyl)-1H-benzo[d]imidazole-6-carboxylate ClC1=CC=C(C2=C1C=CO2)COC2=NC(=NC=C2F)C2=CCC(CC2)CC2=NC1=C(N2C[C@H]2OCC2)C=C(C=C1)C(=O)OC